CC1=NN(C(=N1)SCC=C)C[C@]1(O[C@H]1C1=C(C=CC=C1)Cl)C1=C(C=C(C=C1)F)F |o1:11,13| methyl-5-(allylsulfanyl)-1-{[rel-(2R,3S)-3-(2-chlorophenyl)-2-(2,4-difluoro-phenyl)oxiran-2-yl]methyl}-1H-1,2,4-triazole